(Z)-4-methyl-N-(1,4,8-triphenyl-3-(p-tolyl)-7-oxa-1,2-diazaspiro[4.4]nona-2,8-dien-6-ylidene)benzenesulfonamide CC1=CC=C(C=C1)S(=O)(=O)\N=C/1\C2(C(C(=NN2C2=CC=CC=C2)C2=CC=C(C=C2)C)C2=CC=CC=C2)C=C(O1)C1=CC=CC=C1